CN(C)CC1=C(C=CC(=N1)NC(OC(C)(C)C)=O)C1CCOCC1 tert-butyl (6-((dimethylamino)methyl)-5-(tetrahydro-2H-pyran-4-yl) pyridin-2-yl)carbamate